ClC=1C=C(C=CC1)C1=C(C(C2=CC=CC3=C2C1=NS3(=O)=O)=O)NC (3-chlorophenyl)-4-(methylamino)-5H-naphtho[1,8-cd]isothiazol-5-one-1,1-dioxide